2-(4-((3,3-difluoropropyl)thio)-2,5-dimethoxyphenyl)ethan-1-amine FC(CCSC1=CC(=C(C=C1OC)CCN)OC)F